C1(CCCCC1)C[C@@H](C=1C=C(C=CC1)C)C1=NC=CC=C1 (S)-2-(2-cyclohexyl-1-(m-tolyl)ethyl)pyridine